1-(Naphthalen-2-yl)spiro[3.3]heptane-2-carboxylic acid benzyl ester C(C1=CC=CC=C1)OC(=O)C1C(C2(C1)CCC2)C2=CC1=CC=CC=C1C=C2